alpha-Naphthylphenylamine C1(=CC=CC2=CC=CC=C12)NC1=CC=CC=C1